3-Isopropoxypropylamine C(C)(C)OCCCN